N1=CN=CC(=C1)CN1C(=NC2=C1C=CC=C2)C=2C(=NON2)N 4-[1-(pyrimidin-5-ylmethyl)benzoimidazol-2-yl]-1,2,5-oxadiazol-3-amine